2,5-diHydroxyterephthalic acid OC1=C(C(=O)O)C=C(C(=C1)C(=O)O)O